N[C@@H]1[C@@H](OCC12CCN(CC2)C=2C(NC(=CC2)SC2=C(C(=CC=C2)Cl)Cl)=O)C 3-((3S,4S)-4-Amino-3-methyl-2-oxa-8-azaspiro[4.5]decan-8-yl)-6-((2,3-dichlorophenyl)-thio)pyridin-2(1H)-on